malic acid-nicotine salt N1=CC=CC(=C1)C1N(C)CCC1.C(C(O)CC(=O)O)(=O)O